2-[(3,3-difluorocyclobutanecarbonyl)amino]benzamide FC1(CC(C1)C(=O)NC1=C(C(=O)N)C=CC=C1)F